2-(4-(2-(benzo[d]thiazol-2-ylamino)-2-oxoethyl)phenoxy)pyridine-3-carboxamide S1C(=NC2=C1C=CC=C2)NC(CC2=CC=C(OC1=NC=CC=C1C(=O)N)C=C2)=O